tert-butyl 4-(2-((4-oxo-2-thioxo-2,3,4,5-tetrahydro-1H-pyrrolo[3,2-d]pyrimidin-1-yl)methyl)phenyl)piperidine-1-carboxylate O=C1C2=C(N(C(N1)=S)CC1=C(C=CC=C1)C1CCN(CC1)C(=O)OC(C)(C)C)C=CN2